The molecule is a member of the class of tetracyclines obtained by selective hydroxylation at position 11a of tetracycline. It has a role as a bacterial xenobiotic metabolite. It is a member of tetracyclines and a tertiary alpha-hydroxy ketone. It derives from a tetracycline. It is a tautomer of an 11a-hydroxytetracycline zwitterion. C[C@@]1([C@H]2C[C@H]3[C@@H](C(=O)C(=C([C@]3(C(=O)[C@]2(C(=O)C4=C1C=CC=C4O)O)O)O)C(=O)N)N(C)C)O